NC1=NC(=C(C=2N1N=C(N2)COC2=C(C#N)C=CC=N2)C2=CN(C(C=C2)=O)C)C2=CC(=CC=C2)C#N 2-((5-amino-7-(3-cyanophenyl)-8-(1-methyl-6-oxo-1,6-dihydropyridin-3-yl)-[1,2,4]triazolo[1,5-c]pyrimidin-2-yl)methoxy)nicotinonitrile